COC1=C(C(=NN1)C)C(=O)O 5-methoxy-3-methyl-1H-pyrazole-4-carboxylic acid